CC(C)CCCCCC(CCCCCCCCCCCCCCC)C 2,8-dimethyl-tricosane